3-(5-bromo-4-fluoro-1-oxoisoindolin-2-yl)-1-((2-(trimethylsilyl)ethoxy)methyl)piperidine-2,6-dione BrC=1C(=C2CN(C(C2=CC1)=O)C1C(N(C(CC1)=O)COCC[Si](C)(C)C)=O)F